(R)-N-(6-(3-((6-(1H-pyrazol-4-yl)-5-(trifluoromethyl)-[1,2,4]triazolo[1,5-a]pyridin-2-yl)amino)piperidin-1-yl)-5-methylpyridin-3-yl)acrylamide N1N=CC(=C1)C=1C=CC=2N(C1C(F)(F)F)N=C(N2)N[C@H]2CN(CCC2)C2=C(C=C(C=N2)NC(C=C)=O)C